C(C1=CC=CC=C1)C=1NC(=NN1)C(=O)NC1=NC=CC(=C1)C1=C(C=CC(=C1)OCC)C 5-benzyl-N-(4-(5-ethoxy-2-methylphenyl)pyridine-2-yl)-4H-1,2,4-triazole-3-formamide